7-chloro-8-fluoro-N-[(1R,2R)-2-methoxycyclopropyl]-N-methyl-2-(methylsulfanyl)pyrido[4,3-d]pyrimidin-5-amine ClC1=C(C=2N=C(N=CC2C(=N1)N(C)[C@H]1[C@@H](C1)OC)SC)F